3-bromo-4'-chloro-1-(3-chloro-2-pyridinyl)-2'-methyl-6'-(methylcarbamoyl)pyrazole-5-carboxanilide BrC1=NN(C(=C1)C(=O)NC1=C(C=C(C=C1C(NC)=O)Cl)C)C1=NC=CC=C1Cl